N-(2-(1-((6-(2,4-dioxotetrahydropyrimidin-1(2H)-yl)pyridin-3-yl)methyl)piperidin-4-yl)-6-(2-hydroxypropane-2-yl)-2H-indazol-5-yl)-6-(trifluoromethyl)nicotinamide O=C1N(CCC(N1)=O)C1=CC=C(C=N1)CN1CCC(CC1)N1N=C2C=C(C(=CC2=C1)NC(C1=CN=C(C=C1)C(F)(F)F)=O)C(C)(C)O